COC(CC[C@@H](C)[C@H]1CC[C@H]2[C@@H]3[C@@H](C[C@@H]4CC(CC[C@]4(C)[C@H]3CC[C@]12C)=O)OCOC)=O 7α-methoxymethoxy-3-oxo-5β-cholanic acid methyl ester